N-(5-(3'-((1H-Pyrazol-4-yl)methyl)-2'-oxo-2',3'-dihydrospiro[cyclopropane-1,1'-pyrrolo[2,3-c]quinolin]-8'-yl)-2-(3-(dimethylamino)propoxy)pyridin-3-yl)benzenesulfonamide N1N=CC(=C1)CN1C(C2(C3=C1C=NC=1C=CC(=CC31)C=3C=C(C(=NC3)OCCCN(C)C)NS(=O)(=O)C3=CC=CC=C3)CC2)=O